(3-{[2-(4-chlorophenyl)imidazo[1,2-a]pyridin-3-yl]methyl}-3,8-diazabicyclo[3.2.1]oct-8-yl)(2-fluorophenyl)methanone ClC1=CC=C(C=C1)C=1N=C2N(C=CC=C2)C1CN1CC2CCC(C1)N2C(=O)C2=C(C=CC=C2)F